6-(2,6-dichloro-3,5-dimethoxyphenyl)-2-(methylthio)-8-(2-azaspiro[3.3]hept-2-yl)pyrido[3,4-d]pyrimidine ClC1=C(C(=C(C=C1OC)OC)Cl)C1=CC2=C(N=C(N=C2)SC)C(=N1)N1CC2(C1)CCC2